5-acetyl-7-methyl-3-(piperidin-1-yl)quinoxaline-2-carbonitrile C(C)(=O)C1=C2N=C(C(=NC2=CC(=C1)C)C#N)N1CCCCC1